ClC1=NC=C(C(=N1)OC=1C=C(C=CC1F)NC(C=C)=O)Cl N-(3-((2,5-dichloropyrimidin-4-yl)oxy)-4-fluorophenyl)acrylamide